allyl cyclohexylpropionate (Allyl cyclohexyl propionate) C(C=C)C(C(=O)O)(C)C1CCCCC1.C1(CCCCC1)C(C(=O)OCC=C)C